5-{2-Acetaminoimidazo[1,2-b]pyridazin-6-yl}-2-ethyl-N-[(1R)-1-[2-fluoro-5-(trifluoromethoxy)phenyl]ethyl]pyridine-3-carboxamide N(C(=O)C)C=1N=C2N(N=C(C=C2)C=2C=C(C(=NC2)CC)C(=O)N[C@H](C)C2=C(C=CC(=C2)OC(F)(F)F)F)C1